C[NH+](C)C.C=C ethylene trimethylammonium salt